5-fluoro-3-((4-methoxy-2,6-dimethylpyrimidin-5-yl)methyl)-6-(1,1,2,2-tetrafluoroethyl)pyrimidin-4(3H)-one FC=1C(N(C=NC1C(C(F)F)(F)F)CC=1C(=NC(=NC1C)C)OC)=O